CC1=CC=C(C=C1)S(=O)(=O)O.CC=1C=C(C=CC1C)C1CNC1 3-(3,4-dimethylphenyl)azetidine 4-methylbenzenesulfonate